CC1=CC(=NN1CC1=CC=C(C=C1)C(F)(F)F)C(=O)OC methyl 5-methyl-1-(4-(trifluoromethyl) benzyl)-1H-pyrazole-3-carboxylate